3-((4-((3,4-dimethylpiperazin-1-yl)methyl)phenyl)amino)-6-(3-methyl-3H-imidazo[4,5-c]pyridin-7-yl)-5-(methylamino)pyrazine-2-carboxamide tris-formate salt C(=O)O.C(=O)O.C(=O)O.CC1CN(CCN1C)CC1=CC=C(C=C1)NC=1C(=NC(=C(N1)NC)C=1C2=C(C=NC1)N(C=N2)C)C(=O)N